6-bromo-5-iodo-1H-indole BrC1=C(C=C2C=CNC2=C1)I